NC1=NC(N(C=C1F)[C@@H]1O[C@@]([C@H](C1)O)(CO)CBr)=O 4-amino-1-((2R,4S,5R)-5-(bromomethyl)-4-hydroxy-5-(hydroxymethyl)tetrahydrofuran-2-yl)-5-fluoropyrimidin-2(1H)-one